S(=O)(=O)(ON1[C@@H]2CC[C@H](N(C1=O)C2)C(NS(=O)(=O)C2C(CCC2)N(C)C)=N)O (2S,5R)-2-(N-((2-(dimethylamino) cyclopentyl) sulfonyl) carbamimidoyl)-7-oxo-1,6-diazabicyclo[3.2.1]octan-6-yl hydrogen sulfate